3-(2,6-Dichlorophenyl)-7-((3-(hydroxymethyl)-4-(piperazin-1-yl)phenyl)amino)-2-methyl-2,3-dihydro-4H-pyrimido[5,4-e][1,3]oxazin-4-one ClC1=C(C(=CC=C1)Cl)N1C(OC2=C(C1=O)C=NC(=N2)NC2=CC(=C(C=C2)N2CCNCC2)CO)C